N1CC(CCC1)C=1C2=C(N=C(N1)N1CCOCC1)N(CC2)C=2C=NC=CC2 4-(4-(piperidin-3-yl)-7-(pyridin-3-yl)-6,7-dihydro-5H-pyrrolo[2,3-d]pyrimidin-2-yl)morpholine